BrCC1(CCN(C1)C(=O)OC(C)(C)C)F tert-butyl 4-(bromomethyl)-4-fluoroazacyclopentane-1-carboxylate